S1C=C(C=C1)C(C#N)([2H])[2H] 2-(thiophen-3-yl)acetonitrile-d2